(3R,9aS)-3-(3,4-dichlorophenyl)-1,3,4,6,7,8,9,9a-octahydropyrazino[2,1-c][1,4]oxazine ClC=1C=C(C=CC1Cl)[C@@H]1CN2[C@H](CO1)CNCC2